3-bromo-2-([[(1s,4s)-4-[2-(benzyloxy)phenyl]cyclohexyl]oxy]methyl)pyridine BrC=1C(=NC=CC1)COC1CCC(CC1)C1=C(C=CC=C1)OCC1=CC=CC=C1